(E)-N-(2-(2-(3-methyl-3H-diazirin-3-yl)ethoxy)phenyl)-3-(4-(prop-2-yn-1-yloxy)phenyl)acrylamide CC1(N=N1)CCOC1=C(C=CC=C1)NC(\C=C\C1=CC=C(C=C1)OCC#C)=O